2-(9H-carbazol-9-yl)-5-isopropylpyridin-3-amine C1=CC=CC=2C3=CC=CC=C3N(C12)C1=NC=C(C=C1N)C(C)C